N-((3S,4R)-4-hydroxy-2-oxopyrrolidin-3-yl)-2-methyl-5-((4-methylthiazol-5-yl)methoxy)benzofuran-3-carboxamide O[C@H]1[C@@H](C(NC1)=O)NC(=O)C1=C(OC2=C1C=C(C=C2)OCC2=C(N=CS2)C)C